4-(2-methoxyphenyl)-6-methyl-N-(5-(pyrazolo[1,5-a]pyridine-2-carbonyl)-5,6-dihydro-4H-pyrrolo[3,4-d]thiazol-2-yl)nicotinamide COC1=C(C=CC=C1)C1=CC(=NC=C1C(=O)NC=1SC2=C(N1)CN(C2)C(=O)C2=NN1C(C=CC=C1)=C2)C